ClC1=C(C(=CC=C1)Cl)NC(=O)N1C2CNCC1CC2 N-(2,6-dichlorophenyl)-3,8-diazabicyclo[3.2.1]Octane-8-carboxamide